CC=1C=CC(=NC1CN1CCCC1)NC1=CC2=C(C=N1)SC(=N2)C2=CC=NC=C2 5-Methyl-N-[2-(pyridin-4-yl)-[1,3]thiazolo[5,4-c]pyridin-6-yl]-6-[(pyrrolidin-1-yl)methyl]pyridin-2-amine